[Li+].[F-].[Mg+2].[F-].[F-] magnesium fluoride, lithium salt